(4R)-2-ethylthiazolidine-4-carboxylic acid C(C)C1SC[C@H](N1)C(=O)O